NCCN1N=CC(=C1)C1=CC=C(C=C1)N[C@@H]1C[C@@H](N(C2=CC=CC=C12)C(CC)=O)C (2S,4R)-4-((4-(1-(2-aminoethyl)-1H-pyrazol-4-yl)phenyl)amino)-2-methyl-3,4-dihydroquinolin-1(2H)-ylpropan-1-one